FC1=C(C=C2CN(C(C2=C1)=O)C1C(NC(CC1)=O)=O)C1CCN(CC1)CCCCOC1=CC=C(C=C1)[C@H]1[C@H](CCC2=CC(=CC=C12)O)C1=CC=CC=C1 3-(6-Fluoro-5-(1-(4-(4-((1R,2S)-6-hydroxy-2-phenyl-1,2,3,4-tetrahydro-naphthalen-1-yl)phenoxy)butyl)piperidin-4-yl)-1-oxoisoindolin-2-yl)piperidine-2,6-dione